NCCOCCOCCOCCOCCC(=O)N1C=C([C@H]2[C@H](O)[C@H](O)[C@@H](CO)O2)C(NC1=O)=O 1-[3-(2-(2-[2-(2-Aminoethoxy)-ethoxy]-ethoxy)-ethoxy)-propionyl]pseudouridine